[Si](C)(C)(C(C)(C)C)OC1C2=C(C(=C=C=C2C1(F)F)OC=1C=C(C(=O)N)C=C(C1)F)C=O 3-{7-[tert-butyldimethylsilyloxy]-8,8-difluoro-5-formylbicyclo[4.2.0]octa-1,3,5-triene-2-enyloxy}-5-fluorobenzamide